thiourea gold salt [Au].NC(=S)N